C[C@@H](CN1C[C@H](O[C@H](C1)C)C)CC1=CC=C(C=C1)C(C)(C)CC |&1:1| (±)-cis-4-[2-methyl-3-(p-tertiary amyl-phenyl)propyl]-2,6-dimethyl-morpholine